2-Carboxy-7-((2',3',4'-trifluoro-[1,1'-biphenyl]-2-yl)oxy)-1,2,3,4-tetrahydronaphthalen C(=O)(O)C1CC2=CC(=CC=C2CC1)OC1=C(C=CC=C1)C1=C(C(=C(C=C1)F)F)F